BrC1=C(OC2CCN(CC2)C(=O)OC(C)(C)C)C=CC(=C1)C(F)(F)F tert-Butyl 4-[2-bromo-4-(trifluoromethyl)phenoxy]piperidine-1-carboxylate